4-((4-(4-methylpiperidine-1-carbonyl)benzyl)oxy)phenyl sulfurofluoridate S(OC1=CC=C(C=C1)OCC1=CC=C(C=C1)C(=O)N1CCC(CC1)C)(=O)(=O)F